2-chloro-N-(3-methyl-1H-pyrazol-5-yl)-6-(trifluoromethyl)pyrimidin-4-amine ClC1=NC(=CC(=N1)NC1=CC(=NN1)C)C(F)(F)F